BrC=1C=CC(=C2N=COC21)S(=O)(=O)Cl 7-bromobenzo[d]oxazole-4-sulfonyl chloride